3-(4-methoxy-2-methoxyphenyl)-5-[4-(2-sulfoethylcarbamoyl)phenyl]-2H-tetrazole COC1=CC(=C(C=C1)N1NNC(=N1)C1=CC=C(C=C1)C(NCCS(=O)(=O)O)=O)OC